FC(C1=CC=CC2=CC(=CC=C12)B(O)O)F 1-(DIFLUOROMETHYL)NAPHTHALENE-6-BORONIC ACID